ClC1=C(C(=NN1C1CCCCCC1)C(C)C)C=O 5-CHLORO-1-CYCLOHEPTYL-3-(PROPAN-2-YL)-1H-PYRAZOLE-4-CARBALDEHYDE